2-nitro-3-(phenylethynyl)toluene di-(p-methoxyphenylazo)-carbamate COC1=CC=C(C=C1)N=NN(C(O)=O)N=NC1=CC=C(C=C1)OC.[N+](=O)([O-])C1=C(C)C=CC=C1C#CC1=CC=CC=C1